SC1=CC2=CC(=CC=C2C=C1)N 2-mercapto-7-amino-naphthalene